cis-5-((5-(3-(4-(tert-butyl)-1H-1,2,3-triazol-1-yl)cyclopentyl)-1H-pyrazol-3-yl)amino)-4-fluoro-2,3-dihydrobenzo[d]isothiazole 1,1-dioxide C(C)(C)(C)C=1N=NN(C1)[C@H]1C[C@H](CC1)C1=CC(=NN1)NC=1C=CC2=C(CNS2(=O)=O)C1F